CC(CCC(=O)O)C.C(\C=C\C)(=O)O (E)-but-2-enoic acid 4-methylpentanoate